BrC=1C=C(C=CC1F)S(=O)(=O)N(CCC)C 3-Bromo-4-fluoro-N-methyl-N-propyl-benzenesulfonamide